Cl.NC1(C(C(CCC1)O)=O)C1=C(C(=CC=C1)OC(F)(F)F)F 2-amino-2-(2-fluoro-3-(trifluoromethoxy)phenyl)-6-hydroxycyclohexane-1-one hydrochloride